potassium aluminum salt [Al].[K]